COC1=C2C=NNC2=CC=C1B1OC(C(O1)(C)C)(C)C 4-methoxy-5-(4,4,5,5-tetramethyl-1,3,2-dioxaborolan-2-yl)-1H-indazole